(R)-N-benzyl-4-(1-(3-(difluoromethyl)-2-fluorophenyl)ethylamino)-N-ethyl-2-methyl-7-oxo-7,8-dihydropyrido[2,3-d]pyrimidine-6-carboxamide C(C1=CC=CC=C1)N(C(=O)C1=CC2=C(N=C(N=C2N[C@H](C)C2=C(C(=CC=C2)C(F)F)F)C)NC1=O)CC